C(C)N=C=NCCCN(C)C N-Ethyl-N'-(dimethylaminopropyl)carbodiimide